C(C)(=O)OCC(CC(CCCCCCCCCCCC=C)=O)O 1-acetoxy-2-hydroxy-4-oxo-heptadec-16-ene